(S)-Tributyl(1-(4-fluorophenyl)ethoxy)silane C(CCC)[Si](O[C@@H](C)C1=CC=C(C=C1)F)(CCCC)CCCC